(S)-2-(prop-2-yn-1-yl)octanoic acid C(C#C)[C@@H](C(=O)O)CCCCCC